C1=C(C=CC2=CC=CC=C12)N(C1=CC=C(C=C1)C1=CC=C(N(C2=CC=CC=C2)C2=CC3=CC=CC=C3C=C2)C=C1)C1=CC=CC=C1 N,N'-bis(naphthalen-2-yl)-N,N'-bis(phenyl)benzidine